O1CCN2C=CC(C3=CC=CC1=C23)=O 2H-[1,4]oxazino[2,3,4-ij]quinolin-7(3H)-one